FC=1C(=CC2=C(NC(=NS2(=O)=O)O)C1C(C)C1=C(C=CC=C1)F)F 6,7-difluoro-5-[1-(2-fluorophenyl)ethyl]-1,1-dioxo-4H-1,2,4-benzothiadiazin-3-ol